FC12CC3(CC(C4=C(C(C1)C3)C=C(C(=C4)OC)OC)C2)NC(=O)NC2CCN(CC2)C(=O)C2CCOCC2 1-(9-fluoro-2,3-dimethoxy-5,6,8,9,10,11-hexahydro-7H-5,9:7,11-dimethanobenzo[9]annulen-7-yl)-3-(1-(tetrahydro-2H-pyran-4-carbonyl)piperidin-4-yl)urea